C(C)N1CCN(CC1)C1=C(C=C(C=C1)C(=O)N1CCC(CC1)C1=CC=C(C=C1)OC=1N=NC(=CC1)C(F)(F)F)NC(=O)NC1=CC=CC=C1 1-(2-(4-ethylpiperazin-1-yl)-5-(4-(4-((6-(trifluoromethyl)pyridazin-3-yl)oxy)phenyl)piperidine-1-carbonyl)phenyl)-3-phenylurea